1-(3-(4-Methoxyphenyl)-1,2,4-oxadiazol-5-yl)-N-((1-((Tetrahydrofuran-3-yl)methyl)pyrrolidin-3-yl)methyl)piperidin-4-carboxamid COC1=CC=C(C=C1)C1=NOC(=N1)N1CCC(CC1)C(=O)NCC1CN(CC1)CC1COCC1